O=C1NC(CCC1N1C(C2=CC=CC(=C2C1=O)NCC1=C(C=C(C=C1)CN1CC(C1)N1CCOCC1)F)=O)=O 2-(2,6-dioxopiperidin-3-yl)-4-(2-fluoro-4-((3-morpholinoazetidin-1-yl)methyl)benzylamino)-isoindoline-1,3-dione